P(=O)(OCC(COC(=O)OCC)OC(=O)OCC)(OC[C@@H](COC(CCCCCCCCCCCCC)=O)OC(CCCCCCCCCCCCC)=O)[O-] 2,3-bis((ethoxycarbonyl)oxy)propyl ((R)-2,3-bis(tetradecanoyloxy)propyl) Phosphate